1-chloro-8-fluoro-5-(pyrrolidin-1-yl)-5,6-dihydro-4H-pyrrolo[3,2,1-ij]quinoline ClC1=CN2CC(CC3=CC(=CC1=C23)F)N2CCCC2